FC1=C(C=O)C=CC(=C1F)C=O 2,3-difluoro-terephthalaldehyde